acroylcarbodiimide C(=O)(C=C)N=C=N